BrC=1SC(=CN1)N(C(OC(C)(C)C)=O)CC tert-butyl 2-bromothiazol-5-yl(ethyl)carbamate